trimethoxysilyloctylbis(methyldimethoxysilylpropylamino)methyl ethyl sulfide C(C)SC(NCCC[Si](C)(OC)OC)(NCCC[Si](OC)(OC)C)CCCCCCCC[Si](OC)(OC)OC